ClC1=[N+](C(=CC(=C1F)[N+](=O)[O-])C)[O-] 2-chloro-3-fluoro-6-methyl-4-nitropyridine 1-oxide